C(C)(C)(C)C1CCC2C(N1C(=O)O)CNC2 tert-butyloctahydropyrrolo[3,4-B]pyridine-1-carboxylic acid